2-methoxy-N-(2-oxoethyl)ethane-1-sulfonamide COCCS(=O)(=O)NCC=O